2-(5-methoxy-1H-indol-3-yl)-N,N-dimethylethan-1-amine COC=1C=C2C(=CNC2=CC1)CCN(C)C